C1=C2C=3C=CC4=C(C=CC=5C=6C=CC=CC6CC45)C3C=CC2=CC=C1 phenanthrofluorene